methyl-pyrrolidine-1-sulfonamide CC1N(CCC1)S(=O)(=O)N